OCC(C(=O)O)C 3-hydroxy-2-methyl-propionic acid